CC1(OC[C@H](O1)C1=NC=C(C(=C1)N)F)C |o1:4| rel-2-[2,2-dimethyl-1,3-dioxolan-4-yl]-5-fluoro-pyridin-4-amine